2-Chloro-3-(2,2-dioxo-2λ6-thia-6-azaspiro[3.3]heptan-6-yl)-5-fluoro-benzoic acid ClC1=C(C(=O)O)C=C(C=C1N1CC2(CS(C2)(=O)=O)C1)F